NCCN([C@@H](C(=O)OC)CCC1=CC=CC=C1)C(=O)OCC1=CC=CC=C1 methyl (2R)-2-[2-aminoethyl(benzyloxycarbonyl)amino]-4-phenyl-butanoate